4-(3-((8-fluoro-2-(6-methoxypyridin-3-yl)-5,7-dimethyl-2,3-dihydrobenzo[b][1,4]dioxin-6-yl)methyl)-3H-imidazo[4,5-b]pyridin-6-yl)-2-methylbut-3-yn-2-amine 2,2,2-trifluoroacetate FC(C(=O)O)(F)F.FC1=C(C(=C(C2=C1OC(CO2)C=2C=NC(=CC2)OC)C)CN2C=NC=1C2=NC=C(C1)C#CC(C)(N)C)C